4'-Hydroxy-3-methoxychalcone OC1=CC=C(C(/C=C/C2=CC(=CC=C2)OC)=O)C=C1